BrC=1C=CCN2C(CC=C(C12)C(=O)O)=N 9-bromo-4-imino-3,6-dihydro-4H-quinolizine-1-carboxylic acid